(R)-(7-fluoro-2-methyl-4-(1-(3-trifluoromethylphenyl)ethylamino)quinazolin-6-yl)dimethylphosphine oxide FC1=C(C=C2C(=NC(=NC2=C1)C)N[C@H](C)C1=CC(=CC=C1)C(F)(F)F)P(C)(C)=O